C(C)(C)(C)OC(=O)C1=CC2=C(N=C(N2CCOC)CC2=C(C=C(C(=C2)F)C2=NC(=CC=C2)OCC=2C(=NC(=CC2)C)F)F)C=C1 2-[[2,5-Difluoro-4-[6-[(2-fluoro-6-methyl-3-pyridinyl)methoxy]-2-pyridinyl]phenyl]methyl]-3-(2-methoxyethyl)benzimidazole-5-carboxylic acid tert-butyl ester